[5-(3,5-difluorophenyl)-4,5-dihydro-3H-pyrrol-2-yl]methoxycarbohydrazide FC=1C=C(C=C(C1)F)C1CCC(=N1)CONNC(=O)NN